C(=O)O.C(C1=CC=CC=C1)(=O)N benzamide formate